(R)-3-(2-(4-(4-fluorophenyl)piperazin-1-yl)ethyl)-8-nicotinoyl-2-oxa-8-azaspiro[4.5]decan-1-one FC1=CC=C(C=C1)N1CCN(CC1)CC[C@@H]1OC(C2(C1)CCN(CC2)C(C2=CN=CC=C2)=O)=O